OC1=CC=C(C=C1)C1NC(NC(=C1C(=O)OCC)C)=O 4-(p-hydroxyphenyl)-5-ethoxycarbonyl-6-methyl-3,4-dihydropyrimidine-2(1H)-one